(S)-1-methyl-5-(3-(5-(trifluoromethyl)-2,3-dihydrobenzofuran-2-yl)phenyl)-1H-1,2,3-triazole CN1N=NC=C1C1=CC(=CC=C1)[C@H]1OC2=C(C1)C=C(C=C2)C(F)(F)F